5-(3-Aminopiperidin-1-yl)-N-(6-(1-methyl-1H-pyrazol-4-yl)pyridin-2-yl)-2-morpholinooxazolo[4,5-b]pyridine-6-carboxamide Hydrochloride Cl.NC1CN(CCC1)C1=C(C=C2C(=N1)N=C(O2)N2CCOCC2)C(=O)NC2=NC(=CC=C2)C=2C=NN(C2)C